C(C)(C)(C)OC(=O)N1CC=2N=C(N=C(C2C1)Cl)Cl 2,4-dichloro-5,7-dihydro-pyrrolo[3,4-d]pyrimidine-6-carboxylic acid tert-butyl ester